5-bromopentanamine hydrogen bromide salt Br.BrCCCCCN